tert-butyl 3-(phenoxymethyl)-8-azabicyclo[3.2.1]octane-8-carboxylate O(C1=CC=CC=C1)CC1CC2CCC(C1)N2C(=O)OC(C)(C)C